FC([C@H]1CC[C@H](CO1)N1CCC(CC1)C(=O)N)(F)F ((3R,6R)-6-(trifluoromethyl)tetrahydro-2H-pyran-3-yl)piperidine-4-carboxamide